4-(5-Chloro-2-(4-chloro-1H-1,2,3-triazol-1-yl)phenyl)-2-methoxypyridine ClC=1C=CC(=C(C1)C1=CC(=NC=C1)OC)N1N=NC(=C1)Cl